C1(CC1)C1=C(C(=NO1)C1=C(C=CC=C1Cl)Cl)C(=O)O 5-cyclopropyl-3-(2,6-dichlorophenyl)isoxazole-4-carboxylic acid